4,4,5,5-tetramethyl-2-(10-(3',4',5'-triphenyl-[1,1':2',1''-terphenyl]-3-yl)anthracen-9-yl)-1,3,2-dioxaborolane CC1(OB(OC1(C)C)C=1C2=CC=CC=C2C(=C2C=CC=CC12)C=1C=C(C=CC1)C=1C(=C(C(=C(C1)C1=CC=CC=C1)C1=CC=CC=C1)C1=CC=CC=C1)C1=CC=CC=C1)C